O=C1NC(CCC1N1C(C2=CC=C(C=C2C1=O)NCC1CCN(CC1)C1=CC=C(C(=O)N[C@H]2C[C@@H](CC2)NC2=CC(=NC=3N2N=CC3)CCC)C=C1)=O)=O 4-(4-(((2-(2,6-dioxopiperidin-3-yl)-1,3-dioxoisoindolin-5-yl)amino)methyl)piperidin-1-yl)-N-((1R,3R)-3-((5-propylpyrazolo[1,5-a]pyrimidin-7-yl)amino)cyclopentyl)benzamide